C(C)N(C(C1=C(C=CC(=C1)F)OC=1C=NC=NC1)=O)C(C)C N-ethyl-5-fluoro-N-(propan-2-yl)-2-(pyrimidin-5-yloxy)benzamide